(2-Bromoethoxy)-N,N-bis-(4-chlorophenyl)aniline BrCCOC1=C(N(C2=CC=C(C=C2)Cl)C2=CC=C(C=C2)Cl)C=CC=C1